1-(2-(10-hydroxy-2-(mesitylimino)-9-methoxy-4-oxo-6,7-dihydro-2H-pyrimido[6,1-a]isoquinolin-3(4H)-yl)ethyl)urea OC1=C(C=C2CCN3C(C2=C1)=CC(N(C3=O)CCNC(=O)N)=NC3=C(C=C(C=C3C)C)C)OC